hexan-1,2,6-triol C(C(CCCCO)O)O